ClC1=NC=2N(C=C1)N=CC2C#C 5-chloro-3-ethynylpyrazolo[1,5-a]pyrimidine